C1(CC1)C=1N=NN(C1)[C@H](C(=O)N1[C@@H](C[C@H](C1)O)C(=O)NCCC(NCC=1C=NC=CC1)=O)C(C)(C)C (2S,4R)-1-[(2S)-2-(4-cyclopropyltriazol-1-yl)-3,3-dimethyl-butanoyl]-4-hydroxy-N-[3-oxo-3-(3-pyridylmethylamino)propyl]pyrrolidine-2-carboxamide